N-[4-(1r,4r)-[[3-[2-[(4-Aminocyclohexyl)amino]pyrimidin-4-yl]-4-pyridyl]sulfanyl]-3-fluoro-phenyl]2-chlorobenzenesulfonamide NC1CCC(CC1)NC1=NC=CC(=N1)C=1C=NC=CC1SC1=C(C=C(C=C1)NS(=O)(=O)C1=C(C=CC=C1)Cl)F